NCCCNCC=1C=C(C(=O)NC2=CC=C(C=C2)S(=O)(=O)N2C(CN(CC2)C2=NC(=CC(=C2)C(F)(F)F)Cl)C)C=CC1 3-[(3-aminopropylamino)methyl]-N-[4-[4-[6-chloro-4-(trifluoromethyl)-2-pyridinyl]-2-methyl-piperazin-1-yl]sulfonylphenyl]benzamide